OC1(CC1)C1=NNC(=C1)C1CC2(CN(C2)C(=O)N2CC3(C2)CC(C3)CN3N=CC=C3C(F)(F)F)C1 [6-[3-(1-hydroxycyclopropyl)-1H-pyrazol-5-yl]-2-azaspiro[3.3]heptan-2-yl]-[6-[[5-(trifluoromethyl)pyrazol-1-yl]methyl]-2-azaspiro[3.3]heptan-2-yl]methanone